COC1=C(C(=CC=C1)OC)C1=CC=C(C2=C1N=NS2)C2=C(C=CC=C2OC)OC 4,7-di(2,6-dimethoxyphenyl)-benzothiadiazole